BrC1=C2C(=NC=C1)N(C=C2)COCC[Si](C)(C)C 4-BROMO-1-((2-(TRIMETHYLSILYL)ETHOXY)METHYL)-1H-PYRROLO[2,3-B]PYRIDINE